N-(5-chloropyridin-2-yl)thiophene-2-carboxamide ClC=1C=CC(=NC1)NC(=O)C=1SC=CC1